2-(trifluoromethyl)pyridin-3-methylamine FC(C1=NC=CC=C1CN)(F)F